ClC1=C(C=CC=C1)N1C(N=C(C2=CC=C(C=C12)C1CC1)N(C)CC1CC1)=O 1-(2-chlorophenyl)-7-cyclopropyl-4-((cyclopropylmethyl)(methyl)amino)quinazolin-2(1H)-one